C(C)N1CCC(=CC1)C=1C(=C(N)C(=CC1)[N+](=O)[O-])OCC1(CC1)C 3-(1-ethyl-1,2,3,6-tetrahydropyridin-4-yl)-2-((1-methylcyclopropyl)methoxy)-6-nitroaniline